Cl.N[C@@H](C(=O)OCC(C)(C)C)C (R)-neopentyl 2-aminopropanoate hydrochloride